ClC=1C=CC2=C(NCC3=C(N2C)C=CC=C3)C1 8-chloro-5-methyl-5,10-dihydro-11H-dibenzo[b,e][1,4]diazepin